C(CCCCCCCCCCCCC)N(CCC(=O)OCCSSCCOC(CCN(CCCCCCCCCCCCCC)CCCCCCCCCCCCCC)=O)CCCCCCCCCCCCCC disulfanediylbis(ethane-2,1-diyl) bis(3-(ditetradecylamino)propanoate)